C1(CC1)N1CC(N(CC1)C1CC2(C1)CCN(CC2)C(=O)OC(C)(C)C)C2=C(C=CC=C2)C(C)C tert-butyl 2-(4-cyclopropyl-2-(2-isopropylphenyl) piperazin-1-yl)-7-azaspiro[3.5]nonane-7-carboxylate